5-{2-(5-chloro-2-oxospiro[indoline-3,4'-piperidin]-1'-yl)ethoxy}-7-fluoro-1-[(cis)-3-hydroxy-3-methylcyclobutyl]-1,3-dihydro-1,3-benzimidazol-2-one ClC=1C=C2C(=CC1)NC(C21CCN(CC1)CCOC1=CC2=C(N(C(N2)=O)C2CC(C2)(C)O)C(=C1)F)=O